COC1CC(CC(C1)N)N 5-methoxycyclohexane-1,3-diamine